BrC=1C(=CC=2C3=C(C(=NC2C1F)O[C@@H](C)[C@H]1N(CCC1)C)C=NN3[C@@H]3C[C@H](N(CC3)C(=O)OC(C)(C)C)CC#N)I tert-butyl (2S,4S)-4-(7-bromo-6-fluoro-8-iodo-4-((S)-1-((S)-1-methylpyrrolidin-2-yl)ethoxy)-1H-pyrazolo[4,3-c]quinolin-1-yl)-2-(cyanomethyl)piperidine-1-carboxylate